(S)-4-(3-(5-fluoro-2-methoxypyridin-4-yl)-1H-pyrazole-5-carbonyl)-N-((1-methyl-3-(trifluoromethyl)-1H-pyrazol-4-yl)methyl)-4-azaspiro[2.5]octane-7-carboxamide FC=1C(=CC(=NC1)OC)C1=NNC(=C1)C(=O)N1C2(CC2)C[C@H](CC1)C(=O)NCC=1C(=NN(C1)C)C(F)(F)F